FC1=C(C=C(C(=C1)N)F)N 2,5-difluoro-1,4-phenylenediamine